Tert-butyl N-ethyl-N-{1-[8-({8-fluoro-2-methylimidazo[1,2-a]pyridin-6-yl}carbamoyl)cinnolin-5-yl]piperidin-4-yl}carbamate C(C)N(C(OC(C)(C)C)=O)C1CCN(CC1)C1=C2C=CN=NC2=C(C=C1)C(NC=1C=C(C=2N(C1)C=C(N2)C)F)=O